(R)-1-(3,3-difluoro-4-((6-fluoro-4-methoxy-5-(1-(2,2,2-trifluoroethyl)-1H-benzo[d][1,2,3]triazol-6-yl)pyrrolo[2,1-f][1,2,4]triazin-2-yl)amino)piperidin-1-yl)-2-hydroxyethan-1-one FC1(CN(CC[C@H]1NC1=NN2C(C(=N1)OC)=C(C(=C2)F)C=2C=CC1=C(N(N=N1)CC(F)(F)F)C2)C(CO)=O)F